6-((2S,2S)-2-(6-chloroimidazo[1,2-b]pyridazin-8-yl)cyclopropyl)-8-(2,2,2-trifluoroethoxy)quinoline ClC=1C=C(C=2N(N1)C=CN2)[C@@H]2C(C2)C=2C=C1C=CC=NC1=C(C2)OCC(F)(F)F